NC([C@@H](N(C(C=C)=O)C1CC1)C=1C=C(C=C(C1)Cl)C1=CC(=NC(=C1)F)C(=O)NC)=O (S)-4-(3-(2-amino-1-(N-cyclopropylacrylamido)-2-oxoethyl)-5-chlorophenyl)-6-fluoro-N-methylpicolinamide